2-(5-Fluoro-1-methyl-1H-pyrrolo[2,3-b]pyridin-3-yl)-7-((2-methyl-1H-imidazol-1-yl)methyl)-5-(1-methyl-3-(trifluoromethyl)-1H-pyrazol-4-yl)-3,4-dihydroisoquinolin-1(2H)-one FC=1C=C2C(=NC1)N(C=C2N2C(C1=CC(=CC(=C1CC2)C=2C(=NN(C2)C)C(F)(F)F)CN2C(=NC=C2)C)=O)C